6-(5-chloro-1-((5-phenylpyridin-2-yl)methyl)-1H-indazole-7-carboxamido)spiro[3.3]heptane ClC=1C=C2C=NN(C2=C(C1)C(=O)NC1CC2(CCC2)C1)CC1=NC=C(C=C1)C1=CC=CC=C1